[2-(3,5-dichloro-4-[[6-chloro-5-(oxolan-3-yl)pyridazin-3-yl]oxy]phenyl)-3,5-dioxo-4H-1,2,4-triazin-6-yl]carbamate ClC=1C=C(C=C(C1OC=1N=NC(=C(C1)C1COCC1)Cl)Cl)N1N=C(C(NC1=O)=O)NC([O-])=O